1-(4-(6-((5-fluoro-4-(6-methyl-imidazo[1,2-a]pyridin-3-yl)pyrimidin-2-yl)amino)pyridin-3-yl)piperazin-1-yl)ethan-1-one FC=1C(=NC(=NC1)NC1=CC=C(C=N1)N1CCN(CC1)C(C)=O)C1=CN=C2N1C=C(C=C2)C